rac-2-((1,4-dioxan-2-yl)methyl)-6-((2-methyl-6-(trifluoromethyl)pyridin-3-yl)sulfonyl)-2,6-diazaspiro[3.3]heptane O1[C@@H](COCC1)CN1CC2(C1)CN(C2)S(=O)(=O)C=2C(=NC(=CC2)C(F)(F)F)C |r|